OCCS(=O)(=O)CC(CCCC(C(=O)O)(C)C1=NC(=CC=C1)C[C@H](C(=O)OC)C)(C)C 7-((2-hydroxyethyl)sulfonyl)-2-(6-((R)-3-methoxy-2-methyl-3-oxopropyl)pyridin-2-yl)-2,6,6-trimethylheptanoic acid